FC1=C(C=C(C=C1)C1=NN(C2=CC=C(C=C12)OCCCNC(OCC1=CC=CC=C1)=O)C1OCCCC1)CO benzyl N-[3-({3-[4-fluoro-3-(hydroxymethyl)phenyl]-1-(oxan-2-yl)-1H-indazol-5-yl}oxy)propyl]carbamate